N1(CCC1)CC1=CC(=C(C=C1)N1C=NC(=C1)C1=NC(=NC=C1C(F)(F)F)NC1CCN(CC1)S(=O)(=O)C)C(F)(F)F 4-(1-(4-(azetidin-1-ylmethyl)-2-(trifluoromethyl)phenyl)-1H-imidazol-4-yl)-N-(1-(methylsulfonyl)piperidin-4-yl)-5-(trifluoromethyl)pyrimidin-2-amine